(R)-N-((3-(4-fluorophenethyl)-1-(2-(6-methylpyridin-3-yl)propan-2-yl)pyrrolidin-3-yl)methyl)-4-methylbenzenesulfonamide citrate C(CC(O)(C(=O)O)CC(=O)O)(=O)O.FC1=CC=C(CC[C@@]2(CN(CC2)C(C)(C)C=2C=NC(=CC2)C)CNS(=O)(=O)C2=CC=C(C=C2)C)C=C1